4-(6-bromo-2,3,4,5-tetrahydro-1-benzazepin-1-yl)-5-fluoro-1H-quinazolin-2-one BrC1=CC=CC2=C1CCCCN2C2=NC(NC1=CC=CC(=C21)F)=O